C(C)(C)(C)[Si](C)(C)OC1CC(C1)C=1SC(=C(N1)C(F)(F)F)C1=NC(=NC=C1F)Cl tert-butyl-[3-[5-(2-chloro-5-fluoro-pyrimidin-4-yl)-4-(trifluoromethyl)thiazol-2-yl]cyclobutoxy]-dimethyl-silane